7-bromo-N-(4-(chlorodifluoromethoxy)phenyl)-3-ethyl-1-isopropyl-2-((methylamino)methyl)indoline-5-carboxamide BrC=1C=C(C=C2C(C(N(C12)C(C)C)CNC)CC)C(=O)NC1=CC=C(C=C1)OC(F)(F)Cl